rel-N-((1R,5R,6R)-6-((3-(1,1-dioxido-4-oxo-1,2,5-thiadiazolidin-2-yl)-2-fluoro-4-hydroxyphenyl)ethynyl)bicyclo[3.1.0]hexan-2-yl)methanesulfonamide O=S1(N(CC(N1)=O)C=1C(=C(C=CC1O)C#C[C@@H]1[C@H]2CC[C@H]([C@@H]12)NS(=O)(=O)C)F)=O |o1:20|